C(C)(=O)[O-].C(C)(=O)[O-].[Cu+2] Copper diacetate